N=1C=C(N2C1C=CC=C2)C(=O)N2CC1=C(CC2)C(=CS1)C(=O)OC methyl 6-(imidazo[1,2-a]pyridine-3-carbonyl)-4,5,6,7-tetrahydrothieno[2,3-c]pyridine-3-carboxylate